COC(C1=C(C=C(C(=C1)Cl)C(F)(F)F)N1CCC(CCC1)(F)F)=O 5-chloro-2-(4,4-difluoroazepan-1-yl)-4-(trifluoromethyl)benzoic acid methyl ester